(4R)-7-chloro-10-[3-(4-chloro-3,5-dimethyl-phenoxy)propyl]-4-methyl-2-[1-methyl-6-(trifluoromethyl)indol-3-yl]-6-(1,3,5-trimethylpyrazol-4-yl)-3,4-dihydropyrazino[1,2-a]indol-1-one ClC=1C=CC=2C(=C3N(C2C1C=1C(=NN(C1C)C)C)[C@@H](CN(C3=O)C3=CN(C1=CC(=CC=C31)C(F)(F)F)C)C)CCCOC3=CC(=C(C(=C3)C)Cl)C